C(C)N(CCOC=1C=CC2=C(C(C=3NC4=CC(=CC=C4C3C2=O)N(C(=O)NC2=CC=CC=C2)C)(C)C)C1)CC 1-[8-(2-Diethylamino-ethoxy)-6,6-dimethyl-11-oxo-6,11-dihydro-5H-benzo[b]carbazol-3-yl]-1-methyl-3-phenyl-urea